C(#N)C1=C(C=C2N(CCN(C2=C1)C1=C2C=C(C(N(C2=CC(=C1)OC)C)=O)C)C)C(=O)NC 7-cyano-1-(7-methoxy-1,3-dimethyl-2-oxo-1,2-dihydroquinolin-5-yl)-N,4-dimethyl-1,2,3,4-tetrahydroquinoxaline-6-carboxamide